N-(4-(2-aminoethyl)phenyl)isoquinolin-1-amine NCCC1=CC=C(C=C1)NC1=NC=CC2=CC=CC=C12